3-benzyloxy-4-methoxybenzylchlorine triphenylphosphine salt C1(=CC=CC=C1)P(C1=CC=CC=C1)C1=CC=CC=C1.C(C1=CC=CC=C1)OC=1C=C(CCl)C=CC1OC